N,N-di-(2-methylphenyl)-guanidine CC1=C(C=CC=C1)N(C(=N)N)C1=C(C=CC=C1)C